2-(2-((3R)-3-Amino-4-hydroxypiperidin-1-yl)-5-fluoro-1H-benzo[d]imidazol-1-yl)-N-methyl-N-(2,2,2-trifluoroethyl)acetamid N[C@@H]1CN(CCC1O)C1=NC2=C(N1CC(=O)N(CC(F)(F)F)C)C=CC(=C2)F